FC1=C(C=C(C=C1F)F)B(O)O 2,3,5-TRIFLUOROPHENYLBORONIC ACID